(R)-(-)-glycidyl 4-nitrobenzenesulfonate [N+](=O)([O-])C1=CC=C(C=C1)S(=O)(=O)OC[C@H]1CO1